6-Cyanooxybenzofuran-3-carboxylic acid ethyl ester C(C)OC(=O)C1=COC2=C1C=CC(=C2)OC#N